CN(C)CCOC(C(=C)CN1C(C(CC1)C=C)=O)=O vinylpyrrolidone-methacrylic acid N,N-dimethylaminoethyl ester